O=C1NCCC2=C1NN=C2C(=O)[O-] 7-oxo-4,5-dihydropyrazolo[3,4-c]pyridine-3-carboxylate